CC(=C=COC(C)=O)C acetic acid 3-methylbut-1,2-dien-1-yl ester